6,7-dimethyl-1,6-nonadiene CC(CCCC=C)=C(CC)C